C12CCC(CC1)C2 bicyclo-[2.2.1]-heptane